Hexanediol phthalate C(C=1C(C(=O)O)=CC=CC1)(=O)O.C(CCCCC)(O)O